2-[1-(tetrahydrothiopyran-4-ylmethyl)pyrazol-4-yl]Quinoxaline S1CCC(CC1)CN1N=CC(=C1)C1=NC2=CC=CC=C2N=C1